1-[3-(4-benzhydryl-1-piperazinyl)propyl]-2-ethoxy-1H-benzimidazole C(C1=CC=CC=C1)(C1=CC=CC=C1)N1CCN(CC1)CCCN1C(=NC2=C1C=CC=C2)OCC